N-{[4-({[(1R,3S)-3-hydroxycyclopentyl]methyl}amino)-3-nitrophenyl]sulfonyl}-2-(1H-pyrrolo[2,3-b]pyridin-5-yloxy)benzamide O[C@@H]1C[C@@H](CC1)CNC1=C(C=C(C=C1)S(=O)(=O)NC(C1=C(C=CC=C1)OC=1C=C2C(=NC1)NC=C2)=O)[N+](=O)[O-]